4-(2-(3-(3-amino-6-(2-hydroxyphenyl)pyridazin-4-yl)-3,8-diazabicyclo[3.2.1]octan-8-yl)pyrimidin-5-yl)cyclohexanone NC=1N=NC(=CC1N1CC2CCC(C1)N2C2=NC=C(C=N2)C2CCC(CC2)=O)C2=C(C=CC=C2)O